C(C)(C)(C)OC(=O)NCCCCCCCCCC=1C=C(C=NC1)C=1C=C(C(=O)NC=2C=CC(N(C2)CC(=O)OC)=O)C=CC1 methyl 2-{5-[3-(5-{9-[(tert-butoxycarbonyl)amino]nonyl}pyridin-3-yl)benzamido]-2-oxopyridin-1-yl}acetate